1-(6-(2-Fluoropyridin-4-yl)chinolin-2-yl)piperidin FC1=NC=CC(=C1)C=1C=C2C=CC(=NC2=CC1)N1CCCCC1